C1(CCCCC1)C1=NN(C(N1)=O)C1=NC(=C2N=C(N(C2=N1)C)C1=CC=NC=C1)N1CCOCC1 3-cyclohexyl-1-[9-methyl-6-(morpholin-4-yl)-8-(pyridin-4-yl)-9H-purin-2-yl]-4,5-dihydro-1H-1,2,4-triazol-5-one